4-(5-(Thiophen-2-yl)-1,3,4-oxadiazole-2-carbonyl)piperidine-1-carboxylic acid tert-butyl ester C(C)(C)(C)OC(=O)N1CCC(CC1)C(=O)C=1OC(=NN1)C=1SC=CC1